N-(pyrimidin-4-yl)benzamide N1=CN=C(C=C1)NC(C1=CC=CC=C1)=O